CN(C)C=NC=1N(C=CC1C(=O)NC1=C(C(=CC(=C1C)OC)F)C)S(=O)(=O)C1=CC=C(C)C=C1 2-(((dimethylamino)methylene)amino)-N-(3-fluoro-5-methoxy-2,6-dimethylphenyl)-1-tosyl-1H-pyrrole-3-carboxamide